Cl[Ru-](C1=C(C=C(C=C1)C)C(C)C)Cl dichloro(4-methylisopropylphenyl)ruthenium (II)